S-methyl 3-methylthiobutyrate CC(CC(=O)SC)C